[F].FC(CC)(CCC)F 3,3-difluorohexane fluorine